1-[4-(chloromethyl)phenyl]-4-(trifluoromethyl)imidazole ClCC1=CC=C(C=C1)N1C=NC(=C1)C(F)(F)F